Pyrazin-3(4H)-one hydrochloride Cl.N1=CC(NC=C1)=O